(4-(aminomethyl)benzyloxy)-7H-purin-2-amine NCC1=CC=C(COC2=NC3=NC(=NC=C3N2)N)C=C1